FC(C(C)(C)F)(F)C1=C(C=C2C=NC=NN21)C#N 7-(1,1,2-trifluoro-2-methylpropyl)pyrrolo[2,1-f][1,2,4]triazine-6-carbonitrile